3-chloro-N-((7-(5-(difluoromethyl)-1,3,4-oxadiazol-2-yl)imidazo[1,2-a]pyridin-2-yl)methyl)-4-fluoroaniline ClC=1C=C(NCC=2N=C3N(C=CC(=C3)C=3OC(=NN3)C(F)F)C2)C=CC1F